1-(5-(1-(2,2-difluoroethyl)-2-methyl-1H-imidazo[4,5-b]pyridin-6-yl)pyrrolo[2,1-f][1,2,4]triazin-2-yl)-N3,N3-dimethylcyclobutane-1,3-diamine FC(CN1C(=NC2=NC=C(C=C21)C=2C=CN1N=C(N=CC12)C1(CC(C1)N(C)C)N)C)F